N-(2,2-dimethyl-6-morpholino-3H-benzofuran-5-yl)-2-methyl-imidazo[1,2-a]pyridine-8-carboxamide CC1(OC2=C(C1)C=C(C(=C2)N2CCOCC2)NC(=O)C=2C=1N(C=CC2)C=C(N1)C)C